COCCOC1=C(C=O)C=CC=C1 2-(2-methoxyethoxy)benzaldehyde